C(C)(C)(C)OC(N[C@H](C(=O)NCC=1NC=2N(C(C1C1=CC=C(C=C1)OC)=O)N=C(C2C2=CC=CC=C2)C2=CC=CC=C2)C(C)C)=O (S)-(1-(((6-(4-methoxyphenyl)-7-oxo-2,3-diphenyl-4,7-dihydropyrazolo[1,5-a]pyrimidin-5-yl)methyl)amino)-3-methyl-1-oxobutan-2-yl)carbamic acid tert-butyl ester